CC(=CCCC=1C2C3=C(C4=CC=C(C=C4C(=C3C(C1)C2)OC(=O)OC)Cl)OC(C=C)=O)C 2-(4-methyl-3-pentenyl)-6-chloro-9-acryloyloxy-10-methoxycarbonyloxy-1,4-dihydro-1,4-methanoanthracene